C1(CC1)C(CP(OC)(O)=O)C1=CC(=CC=C1)OC[C@@H]1CC[C@H](CC1)C1=C(C=CC(=C1)OC)F methyl hydrogen (2-cyclopropyl-2-(3-(((trans)-4-(2-fluoro-5-methoxyphenyl)cyclohexyl)methoxy)phenyl)ethyl)phosphonate